4-Amino-1-(4-aminophenyl)-7-bromo-5-fluoro-2-oxo-1,2-dihydroquinoline-3-carboxylic acid methyl ester COC(=O)C=1C(N(C2=CC(=CC(=C2C1N)F)Br)C1=CC=C(C=C1)N)=O